1-(4-fluoro-2-methylphenyl)-5-(trifluoromethyl)-1H-pyrazole-4-carboxamide FC1=CC(=C(C=C1)N1N=CC(=C1C(F)(F)F)C(=O)N)C